C(C)(C)(C)OC(NC1CN(CCC1)C(=O)C1=CC2=C(N(C(=N2)C=2N(C(=CC2)C(NC2CC2)=O)CC2CC2)C)C(=C1)OC)=O 1-(2-(5-(cyclopropylcarbamoyl)-1-(cyclopropylmethyl)-1H-pyrrol-2-yl)-7-methoxy-1-methyl-1H-benzo[d]imidazole-5-carbonyl)piperidin-3-ylcarbamic acid tert-butyl ester